propionic acid 3-(2-(diethylamino) ethyl)-1H-indol-7-yl ester C(C)N(CCC1=CNC2=C(C=CC=C12)OC(CC)=O)CC